boric acid, hydroxide B(O)(O)O